3-(1H-[1,2,3]triazolo[4,5-b]pyridin-5-yl)-N-(4-isopropoxyphenyl)benzamide N1N=NC2=NC(=CC=C21)C=2C=C(C(=O)NC1=CC=C(C=C1)OC(C)C)C=CC2